BrC1=C(C2=C(C3(N(C2=O)C([2H])([2H])[2H])CC3)S1)C bromo-3'-methyl-5'-(trideuteromethyl)spiro[cyclopropane-1,6'-thieno[2,3-c]pyrrol]-4'-one